4-{[(2S)-2-{4-[5-chloro-2-(4-chloro-1H-1,2,3-triazol-1-yl)phenyl]-5-methoxy-2-oxopyridin-1(2H)-yl}butanoyl]Amino}-2-fluorobenzamide ClC=1C=CC(=C(C1)C1=CC(N(C=C1OC)[C@H](C(=O)NC1=CC(=C(C(=O)N)C=C1)F)CC)=O)N1N=NC(=C1)Cl